C(N)(OCC=1N(C2=CC=CC=C2C1C=NOC)C1CCN(CC1)[C@@H]1CC[C@@H](CC1)C(C)(C)C)=O (1-(1-(cis-4-(tert-butyl)cyclohexyl) piperidin-4-yl)-3-((methoxyimino) methyl)-1H-indol-2-yl)methyl carbamate